(R)-7-(3-(2-(5-fluoro-1-tosyl-1H-pyrrolo[2,3-b]pyridin-3-yl)thiazol-4-yl)phenyl)-6,7-dihydro-5H-pyrrolo[1,2-a]imidazol-7-ol FC=1C=C2C(=NC1)N(C=C2C=2SC=C(N2)C=2C=C(C=CC2)[C@@]2(CCN1C2=NC=C1)O)S(=O)(=O)C1=CC=C(C)C=C1